4-methoxy-6-vinyl-pyrimidine COC1=NC=NC(=C1)C=C